C(C1CO1)N(CC1CO1)CC1=CC(=CC=C1)CN(CC1CO1)CC1CO1 1,3-bis(N,N-diglycidylaminomethyl)benzene